ethyl 2-(o-tolyl)thiazole-5-carboxylate C1(=C(C=CC=C1)C=1SC(=CN1)C(=O)OCC)C